NC1=NC=2C=C(C(=CC2C2=C1COC2)C(=O)N2[C@H](COCC2)C2=CC=C(C=C2)S(F)(F)(F)(F)F)Cl (4-amino-7-chloro-1,3-dihydrofuro[3,4-c]quinolin-8-yl)((3S)-3-(4-(pentafluoro-lambda~6~-sulfanyl)phenyl)-4-morpholinyl)methanone